1-(4-(5-((4-amino-2-butoxyimidazo[2,1-f][1,2,4]triazin-7-yl)methyl)-3-methylpyridin-2-yl)piperazin-1-yl)-2-(piperazin-1-yl)ethan-1-one NC1=NC(=NN2C1=NC=C2CC=2C=C(C(=NC2)N2CCN(CC2)C(CN2CCNCC2)=O)C)OCCCC